ClC1=C(C=CC=2N(N=NC21)CC)[C@@H](CC(=O)OCC2=CC=CC=C2)C2=CC(=C(C=C2)C)CN2C[C@H](OC1=C(C2)C=CC=C1)CC (S)-benzyl 3-(4-chloro-1-ethyl-1H-benzo[d][1,2,3]triazol-5-yl)-3-(3-(((R)-2-ethyl-2,3-dihydrobenzo[f][1,4]oxazepin-4(5H)-yl)methyl)-4-methylphenyl)propanoate